N1=CC(=CC=C1)NCC=O 2-(pyridin-3-ylamino)ethan-1-one